2-[1-[6-Methyl-4-oxo-2-(6-phenyl-3,6-diazabicyclo[3.1.1]heptan-3-yl)chromen-8-yl]ethylamino]benzoic acid CC=1C=C2C(C=C(OC2=C(C1)C(C)NC1=C(C(=O)O)C=CC=C1)N1CC2N(C(C1)C2)C2=CC=CC=C2)=O